3-(2,5-Dichlorothiophen-3-yl)-1-[(1-methyl-1H-pyrazol-4-yl)(oxan-4-yl)sulfamoyl]urea ClC=1SC(=CC1NC(NS(N(C1CCOCC1)C=1C=NN(C1)C)(=O)=O)=O)Cl